ClCC=1N(C2=CC=NC=C2C(C1I)=O)C 2-(Chloromethyl)-3-iodo-1-methyl-1,6-naphthyridin-4(1H)-one